(9,10-bis(heptafluoropropyl)heptafluoroanthryl)boron FC(C(C=1C2=C(C(=C(C(=C2C(=C2C(=C(C(=C(C12)[B])F)F)F)C(C(C(F)(F)F)(F)F)(F)F)F)F)F)F)(F)F)(C(F)(F)F)F